C(CCCCCCCCCCCCCCCCCCC\C=C/CCCCCCCC)(=O)O Z-21-triacontenoic acid